mono-n-propoxyzirconium C(CC)O[Zr]